2-hydroxy-N-[4-iodo-6-(morpholin-4-yl)pyridin-2-yl]-2-methylpropionamide lithium 2,6-di-t-butylbenzene-1,4-disulfonate C(C)(C)(C)C1=C(C(=CC(=C1)S(=O)(=O)[O-])C(C)(C)C)S(=O)(=O)[O-].[Li+].OC(C(=O)NC1=NC(=CC(=C1)I)N1CCOCC1)(C)C.[Li+]